ClC1=C(C(=O)N2N=C(C(=C2OCC2=CC=C(C=C2)C(N)=N)C#N)C2NCCN(C2C(F)(F)F)S(=O)(=O)N2CC(CC2)O)C=CC=C1 4-({[1-(2-chlorobenzoyl)-4-cyano-3-{4-[(3-hydroxypyrrolidin-1-yl)sulfonyl]-3-(trifluoromethyl)piperazin-2-yl}-1H-pyrazol-5-yl]oxy}methyl)benzene-1-carboximidamide